ClC1=C2C(N(C(NC2=C(C=C1)S(=O)(=O)C1=CC=C2C=NN(C2=C1)CCC1CCCC1)=O)O)=O 5-chloro-8-((1-(2-cyclopentylethyl)-1H-indazol-6-yl)sulfonyl)-3-hydroxyquinazoline-2,4(1H,3H)-dione